N-(2-bromo-4-(perfluorobutan-2-yl)-6-(difluoromethoxy)phenyl)-2-fluoro-3-((hydroxy)(4-fluorobenzoyl)amino)thiobenzamide BrC1=C(C(=CC(=C1)C(C(F)(F)F)(C(C(F)(F)F)(F)F)F)OC(F)F)NC(C1=C(C(=CC=C1)N(C(C1=CC=C(C=C1)F)=O)O)F)=S